(3-(6,7-dichloro-3-(1H-pyrazol-4-yl)-1H-indol-2-yl)-1H-1,2,4-triazol-5-yl)ethan-1-ol ClC1=CC=C2C(=C(NC2=C1Cl)C1=NNC(=N1)C(C)O)C=1C=NNC1